N1CC(C1)CNC(C1=CC=C(C=C1)NC1=NC=CC(=N1)NC1=NC(=NC=C1)C1=NC(=CC=C1)C)=O N-(azetidin-3-ylmethyl)-4-[[4-[[2-(6-methyl-2-pyridyl)pyrimidin-4-yl]amino]pyrimidin-2-yl]amino]benzamide